5-(3-Methylpyrrolidin-1-yl)pyrazolo[1,5-a]pyrimidin-3-amine CC1CN(CC1)C1=NC=2N(C=C1)N=CC2N